C(C)NC(C([C@H](C[C@H]1C(NCC1)=O)NC([C@H](CC1=CC=CC=C1)NC(O)=O)=O)O)=O ((2S)-1-(((2S)-4-(ethylamino)-3-hydroxy-4-oxo-1-((S)-2-oxopyrrolidin-3-yl)butan-2-yl)amino)-1-oxo-3-phenylpropan-2-yl)carbamic acid